N-(4-((4-Methylpiperazin-1-yl)methyl)-3-(trifluoromethyl)phenyl)-5-((6-(4-(4-methylpiperazin-1-yl)piperidin-1-yl)imidazo[1,2-b]pyridazin-3-yl)ethynyl)nicotinamide CN1CCN(CC1)CC1=C(C=C(C=C1)NC(C1=CN=CC(=C1)C#CC1=CN=C2N1N=C(C=C2)N2CCC(CC2)N2CCN(CC2)C)=O)C(F)(F)F